(2R,3S)-N-((3S)-9-(cyclopropyloxy)-5-(3-methylphenyl)-2-oxo-2,3-dihydro-1H-1,4-benzodiazepin-3-yl)-3-(4,4,4-trifluorobutyl)-2-(3,3,3-trifluoropropyl)succinamide C1(CC1)OC1=CC=CC=2C(=N[C@@H](C(NC21)=O)NC([C@@H]([C@@H](C(=O)N)CCCC(F)(F)F)CCC(F)(F)F)=O)C2=CC(=CC=C2)C